(2S)-2-[[(3R,4S)-4,8-dihydroxy-3-methyl-1-oxo-3,4-dihydroisochromene-7-carbonyl]amino]-3-phenylpropanoic acid O[C@@H]1[C@H](OC(C2=C(C(=CC=C12)C(=O)N[C@H](C(=O)O)CC1=CC=CC=C1)O)=O)C